(4-chloropyridin-2-yl)-6-phenyl-1,3,5-triazine ClC1=CC(=NC=C1)C1=NC(=NC=N1)C1=CC=CC=C1